C(C)(C)(C)OC(=O)C1=CC=C(C=C1)[C@@H]1CN(CC[C@H]1CC1=C2C=CN(C2=C(C=C1OC)C)C(=O)OC(C)(C)C)CCC(F)F tert-butyl 4-(((3R,4R)-3-(4-(tert-butoxycarbonyl) phenyl)-1-(3,3-difluoropropyl) piperidin-4-yl) methyl)-5-methoxy-7-methyl-1H-indole-1-carboxylate